O1C2(CCC1)CN(C1=CC=CC=C12)S(=O)(=O)C1=CC=C(C=C1)S(=O)(=O)N(C)C 4-{[1,2-dihydrospiro[indole-3,2'-tetrahydrofuran]-1-yl]Sulfonyl}-N,N-dimethyl-benzene-1-sulfonamide